CC1(OC2=C(OC1)C=CC(=C2)C(C)N2C[C@@H](N(C[C@H]2C)C=2C=1N(N(C(C2F)=O)C)C=C(N1)CC#N)C)C 2-(8-((2s,5r)-4-(1-(3,3-dimethyl-2,3-dihydrobenzo[b][1,4]dioxin-6-yl)ethyl)-2,5-dimethylpiperazin-1-yl)-7-fluoro-5-methyl-6-oxo-5,6-dihydroimidazo[1,2-b]pyridazin-2-yl)acetonitrile